(4-hydroxy-3-methoxy-phenyl)-[2-(2-pyridyl)-7,8-dihydro-5H-pyrido[4,3-d]pyrimidin-6-yl]methanone OC1=C(C=C(C=C1)C(=O)N1CC2=C(N=C(N=C2)C2=NC=CC=C2)CC1)OC